butyl N-[(3S)-1-[5-(trifluoromethyl)pyridin-3-yl]piperidin-3-yl]carbamate FC(C=1C=C(C=NC1)N1C[C@H](CCC1)NC(OCCCC)=O)(F)F